C1(CCCCC1)N(N)C1CCCCC1 1,1-dicyclohexylhydrazine